4-(3-amino-1H-pyrazolo[4,3-b]pyridin-5-yl)-N-((1s,3s)-3-hydroxy-3-(trifluoromethyl)cyclobutyl)-N,3-dimethylbenzenesulfonamide NC1=NNC=2C1=NC(=CC2)C2=C(C=C(C=C2)S(=O)(=O)N(C)C2CC(C2)(C(F)(F)F)O)C